4-(benzylsulfanyl)-2-ethyl-1,3-oxazole C(C1=CC=CC=C1)SC=1N=C(OC1)CC